BrC=1N(N=C2C3=C(CC4(C12)CC4)OC=C3C)C(=O)N(C)C bromo-N,N,8'-trimethylspiro[cyclopropane-1,4'-furo[2,3-g]indazole]-2'(5'H)-carboxamide